ClC1=CC(N(C=C1)CCC(C)(S(=O)(=O)C)C)=O 4-(4-chloro-2-oxopyridin-1(2H)-yl)-2-methyl-2-(methylsulfonyl)butan